5,7-Dimethoxy-3-Hydroxyflavone COC1=C2C(C(=C(OC2=CC(=C1)OC)C1=CC=CC=C1)O)=O